C(C1=CC=CC=C1)OC(=O)NC1CC=2C=C(C(=CC2CC1)N1CC2CCC(C1)N2C(=O)OC(C)(C)C)Br racemic-tert-butyl 3-(6-(((benzyloxy)carbonyl)amino)-3-bromo-5,6,7,8-tetrahydronaphthalen-2-yl)-3,8-diazabicyclo[3.2.1]octane-8-carboxylate